8-(6-Amino-5-(trifluoromethyl)pyridin-3-yl)-3-methyl-1-(4-(piperazin-1-yl)-3-(trifluoromethyl)phenyl)-5-(2-(pyrrol-1-yl)ethyl)-3,5-dihydro-1H-imidazo[4,5-c]quinoline-2,4-dione NC1=C(C=C(C=N1)C1=CC=2C3=C(C(N(C2C=C1)CCN1C=CC=C1)=O)N(C(N3C3=CC(=C(C=C3)N3CCNCC3)C(F)(F)F)=O)C)C(F)(F)F